C(C=1C(C(=O)OCC(CCCCC)C)=CC=CC1)(=O)OCC(CCCCC)C di(2-methylheptyl) phthalate